COC(C1=CC(=NC(=C1)OC)NC([C@@H](C)O)=O)=O (R)-2-(2-hydroxy-propionamido)-6-methoxyisonicotinic acid methyl ester